N1(CCNCC1)C(=O)O[C@H]1CC[C@@]2([C@H]3CC[C@@]4([C@H](CC[C@@]4([C@@H]3CC[C@@H]2C1)O)C=1COC(C1)=O)C)C (3S,5R,8R,9S,10S,13R,14S,17R)-14-hydroxy-10,13-dimethyl-17-(5-oxo-2,5-dihydrofuran-3-yl)hexadecahydro-1H-cyclopenta[a]phenanthren-3-yl piperazine-1-carboxylate